6,7-Dihydroquinolin-8(5H)-one N1=CC=CC=2CCCC(C12)=O